Cl.Cl.N1CC(CC1)C=1C=C(C=CC1)CCCCCCCC=1C=C(C(=N)N)C=CC1 3-(7-(3-(pyrrolidin-3-yl)phenyl)heptyl)benzamidine dihydrochloride